1-((S)-2-(4-cyclopropyl-1H-1,2,3-triazol-1-yl)-3,3-dimethylbutyryl)-4-hydroxypyrrolidine-2-carboxamide C1(CC1)C=1N=NN(C1)[C@H](C(=O)N1C(CC(C1)O)C(=O)N)C(C)(C)C